(R)-(3-methylcyclobutyl)(4-(3-methylmorpholino)-2-(1H-pyrazol-3-yl)-2,6,8,9-tetrahydro-7H-1,2,3,7-tetraazabenzo[cd]azulen-7-yl)methanone CC1CC(C1)C(=O)N1CC=2C3=C(N(N=C3CC1)C1=NNC=C1)N=C(C2)N2[C@@H](COCC2)C